[Br-].C(C)(=O)O[C@@]1([C@@H](O)O[C@@H]([C@]([C@@]1(O)OC(C)=O)(O)OC(C)=O)C(O)OC(C)=O)O 2,3,4,6-tetraacetoxy-α-D-glucopyranose bromide